3-(2,4'-dichlorobenzhydryloxy)-N-(2-tetrahydrofuranylmethyl)azetidine-1-carboxamide ClC1=C(C(C2=CC=C(C=C2)Cl)OC2CN(C2)C(=O)NCC2OCCC2)C=CC=C1